1-(2-chloropyrimidin-4-yl)-1H-pyrazol-4-amine ClC1=NC=CC(=N1)N1N=CC(=C1)N